BrC=1C=NC(=NC1)N[C@H](C(=O)O)CCN(CCOCC(F)(F)F)CCCCC1=NC=2NCCCC2C=C1 (S)-2-((5-bromopyrimidin-2-yl)amino)-4-((4-(5,6,7,8-tetrahydro-1,8-naphthyridin-2-yl)butyl)(2-(2,2,2-trifluoroethoxy)ethyl)amino)butanoic acid